C(=C)SC=1OC2=C(N1)C=C(C=C2)C 2-vinylthio-5-methylbenzoxazole